trans-tert-butyl 2-oxo-1-phenylhexahydro-1H-pyrido[3,4-b][1,4]oxazine-6(7H)-carboxylate O=C1N([C@H]2[C@H](OC1)CN(CC2)C(=O)OC(C)(C)C)C2=CC=CC=C2